FC=1C(=C(C=NC1CN1N=CC(=C1)[N+](=O)[O-])N1C([C@@H]2C[C@@H]2C1)=O)C (1R,5S)-3-(5-Fluoro-4-methyl-6-((4-nitro-1H-pyrazol-1-yl)methyl)pyridin-3-yl)-3-azabicyclo[3.1.0]hexan-2-one